2-(2-methylphenylethynyl)aniline CC1=C(C=CC=C1)C#CC1=C(N)C=CC=C1